3-ethynylpiperidin C(#C)C1CNCCC1